C1=CC=CC=2C3=CC=CC=C3C(C12)COC(=O)N[C@H](C(=O)N[C@H](C(=O)OCCCCCCCC)CCC(C=[N+]=[N-])=O)CCC(C=[N+]=[N-])=O Octyl (S)-2-((S)-2-((((9H-fluoren-9-yl)methoxy)carbonyl)amino)-6-diazo-5-oxohexanamido)-6-diazo-5-oxohexanoate